C(C)(=O)OC1=CC=2C[C@@H]3CC4=C(C=CC(=C4C(C3=C(C2C(=C1C(N)=O)O)OC(C)=O)=O)O)N(C)C (R)-5-Acetoxy-3-carbamoyl-10-(dimethylamino)-4,7-dihydroxy-6-oxo-11a,12-dihydro-11H-naphthacen-2-yl acetate